ClC1=CC=C2C(=C1)NC([C@]21[C@H]([C@@H](N[C@H]1CC(CF)(C)C)C(=O)NC1=C(C=C(C(=O)O)C=C1)OC)C1=C(C(=CC=C1)Cl)F)=O |r| racemic-4-[(2'R,3R,3'S,5'S)-6-chloro-3'-(3-chloro-2-fluorophenyl)-5'-(3-fluoro-2,2-dimethyl-propyl)-2-oxo-spiro[indoline-3,4'-pyrrolidine]-2'-carbonyl]amino-3-methoxy-benzoic acid